CC(CC(CC)C)N 1,3-Dimethylpentylamine